ClC=1C(=NC=CC1)N1N=C(C=C1C(=O)O)CN1N=C(N=N1)C(F)(F)F 1-(3-chloropyridine-2-yl)-3-[(5-(trifluoromethyl)-2H-tetrazol-2-yl)methyl]-1H-pyrazole-5-carboxylic acid